5-Methyl-N4-(4-chloro-3-methoxyphenyl)-N2-[4-(piperazin-1-yl)phenyl]pyrimidine-2,4-diamine CC=1C(=NC(=NC1)NC1=CC=C(C=C1)N1CCNCC1)NC1=CC(=C(C=C1)Cl)OC